N-(2-Chloro-3-{(4S)-2-imino-4-methyl-1-[(2R*,4R*)-2-methyl-tetrahydropyran-4-yl]-6-oxo-hexahydropyrimidin-4-yl}phenyl)-2-methoxynaphthalene-1-carboxamide trifluoroacetic acid salt FC(C(=O)O)(F)F.ClC1=C(C=CC=C1[C@]1(NC(N(C(C1)=O)[C@H]1C[C@H](OCC1)C)=N)C)NC(=O)C1=C(C=CC2=CC=CC=C12)OC |o1:21,23|